C(C)N(CCCN)CC N1,N1-diethylpropane-1,3-diamine